NC1=C(C=C(C(=O)OC)C=C1)OCCOC methyl 4-amino-3-(2-methoxyethoxy)benzoate